methyl 2-(4-(5-amino-4-cyano-1-(1-methylcyclopropyl)-1H-pyrazol-3-yl)phenyl)acetate NC1=C(C(=NN1C1(CC1)C)C1=CC=C(C=C1)CC(=O)OC)C#N